C1(=CC=C(C2=CC=CC=C12)C(=O)Cl)C(=O)Cl naphthalene-1,4-dicarboxylic acid dichloride